FC1(CC(=C(CC1)C1=NC=CC(=C1N)C1=C(C=CC(=C1)F)F)C)F 2-(4,4-difluoro-2-methylcyclohex-1-en-1-yl)-4-(2,5-difluorophenyl)pyridin-3-amine